3-methylazaindene CC1=CNC2=CC=CC=C12